C[N+]1=C(C(=CC(=C1)C)C)C N,2,3,5-tetramethylpyridinium